FC1=C(C(=C(C=C1F)F)F)Br 2,3,5,6-tetrafluorobromobenzene